[Si](C)(C)(C(C)(C)C)OC1=C(C=CC=C1)C(C(C#N)O[Si](C)(C)C)(C)C 3-(2-((tert-butyldimethylsilyl)oxy)phenyl)-3-methyl-2-((trimethylsilyl)oxy)butyronitrile